NC1=C(C=NC=C1[N+](=O)[O-])C=C 4-amino-3-ethenyl-5-nitropyridine